COC1=CC=C(CC2=C(C(=O)N)C=CN=C2)C=C1 (4-methoxybenzyl)isonicotinamide